C(C)OC(=O)N1CCN(CCC1)C1CCC(CC1)(C1=NC(=CC=C1)C(F)(F)F)C#N 4-{4-cyano-4-[6-(trifluoromethyl)pyridin-2-yl]cyclohexyl}-1,4-diazepan-1-carboxylic acid ethyl ester